2-fluoro-5-((6-fluoro-4-formyl-1H-indol-5-yl)oxy)benzonitrile FC1=C(C#N)C=C(C=C1)OC=1C(=C2C=CNC2=CC1F)C=O